z-9-hexadecenol C(CCCCCCC\C=C/CCCCCC)O